C(C)(C)(C)C1=CC(=CC=C1)C(C)(C)C 2,6-di-tert-butyl-benzene